(R)-1-(naphthalen-2-yl)propan-2-amine C1=C(C=CC2=CC=CC=C12)C[C@@H](C)N